ClC1=C(C=CC=C1NC1=NC=C(C=C1)F)[C@@]1(CC(N(C(N1)=N)C1CC(C1)(C)O)=O)C (6S)-6-{2-Chloro-3-[(5-fluoro-pyridin-2-yl)amino]phenyl}-3-(3-hydroxy-3-methylcyclobutyl)-2-imino-6-methyl-hexahydropyrimidin-4-one